(S)-(+-)-2-(2-chlorophenyl)-2-(methylamino)cyclohexane-1-one ClC1=C(C=CC=C1)[C@@]1(C(CCCC1)=O)NC |r|